8-[(1S)-1-[4-fluoro-2-(1-hydroxy-2,3,1-benzoxazaborinin-6-yl)anilino]ethyl]-3,6-dimethyl-chromen-4-one FC1=CC(=C(N[C@@H](C)C=2C=C(C=C3C(C(=COC23)C)=O)C)C=C1)C=1C=CC2=C(C=NOB2O)C1